2-amino-2-methyl-3-(4-(trifluoromethyl)phenyl)butanoic acid NC(C(=O)O)(C(C)C1=CC=C(C=C1)C(F)(F)F)C